N1=CC(=CC=C1)OCC1CCN(CC1)C=1SC2=C(N1)C=CC(=C2)C(=O)O 2-(4-((pyridin-3-yloxy)methyl)piperidin-1-yl)benzo[d]thiazole-6-carboxylic acid